2-{[2-(trimethylsilyl)ethoxy]Methyl}-2H,4H,5H-pyrazolo[4,3-c]Pyridine-7-carboxylic acid methyl ester COC(=O)C=1C=2C(CNC1)=CN(N2)COCC[Si](C)(C)C